C(C)(=O)O[Pd]OC(C)=O diacetoxypalladium